COC1=C(C=C(C(=C1)CCCCCC(F)(F)F)OC)CC(CC)N 1-(2,5-dimethoxy-4-(6,6,6-trifluorohexyl)phenyl)butan-2-amine